C1=CC=CC=2C(C3=CC=CC=C3C(C12)=O)=O 9,10-dihydroanthracene-9,10-dione